2-((4,10-bis(carboxymethyl)-1,4,7,10-tetraazacyclododecan-1-yl)methyl)pyridine C(=O)(O)CN1CCN(CCN(CCNCC1)CC(=O)O)CC1=NC=CC=C1